(5-((3S,4S)-4-amino-3-methyl-2-oxa-8-azaspiro[4.5]decan-8-yl)-9-phenyl-7H-imidazo[1,2-c]pyrrolo[3,2-e]pyrimidin-7-yl)methanol N[C@@H]1[C@@H](OCC12CCN(CC2)C2=NC1=C(C=3N2C=CN3)C(=CN1CO)C1=CC=CC=C1)C